(Z)-2-(5-chloro-1-(3-(4-cyanophenoxy)benzylidene)-2-methyl-1H-inden-3-yl)acetic acid ClC=1C=C2C(=C(/C(/C2=CC1)=C/C1=CC(=CC=C1)OC1=CC=C(C=C1)C#N)C)CC(=O)O